BrC1=CN(C=2N=CN=C(C21)NC(CCO)C2=NC(=CC=C2)N2C[C@H](N[C@H](C2)C)C)S(=O)(=O)C2=CC=C(C)C=C2 3-((5-Bromo-7-tosyl-7H-pyrrolo[2,3-d]pyrimidin-4-yl)amino)-3-(6-((3R,5S)-3,5-dimethylpiperazin-1-yl)pyridin-2-yl)propan-1-ol